4-(naphthalen-1-yl)phenyl-amine C1(=CC=CC2=CC=CC=C12)C1=CC=C(C=C1)N